C(CCC(=O)O)(=O)O.C(CCO)O 1,3-propanediol succinate